FC1=C2C(=C(C=3N=C(NC31)NC(CN(C(OC(C)(C)C)=O)C)=O)F)CC(C2)C=O tert-Butyl N-[2-[(4,8-difluoro-6-formyl-3,5,6,7-tetrahydrocyclopenta[f]benzimidazol-2-yl)amino]-2-oxo-ethyl]-N-methyl-carbamate